tert-butyl 3-(2-(3-(((S)-2-(7-ethoxy-7-oxoheptanamido)-4-phenylbutanamido)methyl)-4-methylphenoxy)ethyl)piperidine-1-carboxylate C(C)OC(CCCCCC(=O)N[C@H](C(=O)NCC=1C=C(OCCC2CN(CCC2)C(=O)OC(C)(C)C)C=CC1C)CCC1=CC=CC=C1)=O